[cis-3-(trifluoromethoxy)cyclobutanecarbonyl]-1,3-dioxane-2-carbohydrazide FC(O[C@H]1C[C@H](C1)C(=O)C1(OCCCO1)C(=O)NN)(F)F